FC(S(=O)(=O)[O-])(F)F.C1(=C(C=CC=C1)[I+]C1=C(C=C(C=C1C)C)C)C (2-tolyl)(2,4,6-trimethylphenyl)iodonium trifluoromethanesulfonate